OCCC(CC)N hydroxyethyl-amino-propane